potassium (tetrahydro-2H-pyran-4-yl)trifluoroborate O1CCC(CC1)[B-](F)(F)F.[K+]